C(CCCCCCCCCCC)[N-]CCCCCCCCCCCC.[Na+] sodium dilaurylamide